ClC=1C(=NC(=NC1)NC1CCOCC1)C1=CC=C2CN(C(C2=C1)=O)[C@@H](C(=O)N[C@H](CO)C1=CC(=NC=C1F)NC)C (2R)-2-(6-{5-Chloro-2-[(oxan-4-yl)amino]pyrimidin-4-yl}-1-oxo-2,3-dihydro-1H-isoindol-2-yl)-N-[(1S)-1-[5-fluoro-2-(methylamino)pyridin-4-yl]-2-hydroxyethyl]propanamid